OC=1C=CC(=C(C1)CCC=O)C 5-HYDROXY-2-METHYL-BENZENEPROPANAL